(S)-1-(6-((4-(2-amino-7-bromothieno[3,2-d]pyrimidin-4-yl)-1H-1,2,3-triazol-1-yl)methyl)pyridin-2-yl)pyrrolin-3-ol NC=1N=C(C2=C(N1)C(=CS2)Br)C=2N=NN(C2)CC2=CC=CC(=N2)N2C=C(CC2)O